ClC1=C(C=C2C=C(N=CC2=C1)NC(=O)C=1C=NN(C1)C1CC1)C1CCN(CC1)C1(COCC1O)C Rac-N-(7-chloro-6-(1-(4-hydroxy-3-methyltetrahydrofuran-3-yl)piperidin-4-yl)isoquinolin-3-yl)-1-cyclopropyl-1H-pyrazole-4-carboxamide